6-[8-(1,3-benzothiazol-2-ylcarbamoyl)-3,4-dihydroisoquinolin-2(1H)-yl]-3-{1-[2-(morpholin-4-ylsulfonyl)benzyl]-1H-pyrazol-4-yl}pyridine-2-carboxylic acid S1C(=NC2=C1C=CC=C2)NC(=O)C=2C=CC=C1CCN(CC21)C2=CC=C(C(=N2)C(=O)O)C=2C=NN(C2)CC2=C(C=CC=C2)S(=O)(=O)N2CCOCC2